2-methyl-N-(3-(4'-(trifluoromethoxy)-[1,1'-biphenyl]-4-yl)propyl)thieno[2,3-d]pyrimidin-4-amine CC=1N=C(C2=C(N1)SC=C2)NCCCC2=CC=C(C=C2)C2=CC=C(C=C2)OC(F)(F)F